BrC=1C(=C2C(N(C(=NC2=CC1)C(CCC)N1CCN(CCC1)C)CC)=O)F 6-bromo-3-ethyl-5-fluoro-2-(1-(4-methyl-1,4-diazepan-1-yl)butyl)quinazolin-4(3H)-one